N-butyl-1,2-benzisothiazoline-3-one C(CCC)N1SC2=C(C1=O)C=CC=C2